3-(3-chloro-4-fluorophenyl)-1-(6-cyanopyridin-3-yl)-1-((5-(trifluoromethyl)-1H-pyrazol-3-yl)methyl)urea ClC=1C=C(C=CC1F)NC(N(CC1=NNC(=C1)C(F)(F)F)C=1C=NC(=CC1)C#N)=O